BrC1=CC=CC(=N1)C(C)N(C(=O)C1=CC2=CC=CC(=C2C=C1)OC1=CC=C(C=C1)C(F)(F)F)CC1=C(C=C(C=C1)OC)OC N-(1-(6-bromopyridin-2-yl)ethyl)-N-(2,4-dimethoxybenzyl)-5-(4-(trifluoromethyl)phenoxy)-2-naphthamide